trans-(rac)-2-(6-(2-carbamoyl-5-(trifluoromethoxy)benzo[b]selenophen-3-yl)pyridin-2-yl)cyclopropane-1-carboxylic acid C(N)(=O)C1=C(C2=C([Se]1)C=CC(=C2)OC(F)(F)F)C2=CC=CC(=N2)[C@H]2[C@@H](C2)C(=O)O |r|